FC1=C(OC2=C(C(=NC=C2)NC(OC(C)(C)C)=O)C=O)C(=CC(=C1)[N+](=O)[O-])F tert-butyl (4-(2,6-difluoro-4-nitrophenoxy)-3-formylpyridin-2-yl)carbamate